NC1=C2C(=NC=3CCCCC13)N(C(=C2C)C)CC(=O)NC(C(=O)N(C)C2=CC1=C(OCO1)C=C2)CC2=CC=CC=C2 2-(2-(4-amino-2,3-dimethyl-5,6,7,8-tetrahydro-1H-pyrrolo[2,3-b]quinolin-1-yl)acetamido)-N-(benzo[d][1,3]dioxol-5-yl)-N-methyl-3-phenylpropan-amide